1,2-dimethylpyrrolinium cyanide [C-]#N.C[NH+]1C(=CCC1)C